Tert-butyl aminocarboxylate NC(=O)OC(C)(C)C